ethyl 4-(5-cyano-2-methoxyphenyl)nicotinate C(#N)C=1C=CC(=C(C1)C1=CC=NC=C1C(=O)OCC)OC